5-fluoro-2-phenyl-3-(4,4,5,5-tetramethyl-1,3,2-dioxaborolan-2-yl)-1-tosyl-1H-pyrrolo[2,3-b]pyridine FC=1C=C2C(=NC1)N(C(=C2B2OC(C(O2)(C)C)(C)C)C2=CC=CC=C2)S(=O)(=O)C2=CC=C(C)C=C2